BrC1=CC(=NC(=C1)C)C(C)(C)O 2-(4-bromo-6-methyl-2-pyridinyl)propan-2-ol